6-(2,5-dimethyl-pyrrol-1-yl)-4-methoxy-pyridin-3-yl-piperazine-1-carboxylic acid tert-butylester C(C)(C)(C)OC(=O)N1C(CNCC1)C=1C=NC(=CC1OC)N1C(=CC=C1C)C